4-(4-((1R,5S)-3,8-diaza-bicyclo[3.2.1]octan-8-yl)-6-chloro-2-((1-((dimethyl-amino)methyl)cycloprop-yl)methoxy)-8-fluoroquinazolin-7-yl)naphthalen-2-ol [C@H]12CNC[C@H](CC1)N2C2=NC(=NC1=C(C(=C(C=C21)Cl)C2=CC(=CC1=CC=CC=C21)O)F)OCC2(CC2)CN(C)C